2-hydroxy-N,N-bis(2-hydroxyethyl)-N-methyl-ethyl-ammonium methyl-sulfate COS(=O)(=O)[O-].OCC[N+](C)(CCO)CCO